CC(C)(C)NC(=O)OCCCC1=C(C=CC=C1)CO 3-[o-(hydroxymethyl)phenyl]propyl 2-methyl-2-propanecarbamate